3-[6-(3,3-difluoro-5-hydroxy-pentoxy)-1-oxo-phthalazin-2-yl]-1-(2-trimethylsilylethoxymethyl)piperidine-2,6-dione FC(CCOC=1C=C2C=NN(C(C2=CC1)=O)C1C(N(C(CC1)=O)COCC[Si](C)(C)C)=O)(CCO)F